(E)-2-benzyl-5-p-formylbenzyl-3-phenylisoxazolidine C(C1=CC=CC=C1)N1OC(CC1C1=CC=CC=C1)CC1=CC=C(C=C1)C=O